1-[3-[tert-butyl(dimethyl)silyl]oxy-5-chloro-phenyl]-3-[[2-(2,6-dioxo-3-piperidyl)-1-oxo-isoindolin-5-yl]methyl]urea [Si](C)(C)(C(C)(C)C)OC=1C=C(C=C(C1)Cl)NC(=O)NCC=1C=C2CN(C(C2=CC1)=O)C1C(NC(CC1)=O)=O